NC1=NC(=CC(=C1C(=O)OC)OC)OC methyl 2-amino-4,6-dimethoxypyridine-3-carboxylate